CN(CCNC1=C(C(=C(C(=C1F)F)S(=O)(=O)NC1=CC=C(C=C1)C(=O)C1=CC=C2C(=CC=CN12)C1=CC2=C(N(C=N2)C)C=C1C(F)(F)F)F)F)C 4-((2-(dimethylamino)ethyl)amino)-2,3,5,6-tetrafluoro-N-(4-(8-(1-methyl-6-(trifluoromethyl)-1H-benzo[d]imidazol-5-yl)indolizine-3-carbonyl)phenyl)benzenesulfonamide